tert-butyl (4R)-5-amino-4-(6-hydroxy-3-oxo-1H-isoindol-2-yl)-5-oxopentanoate NC([C@@H](CCC(=O)OC(C)(C)C)N1CC2=CC(=CC=C2C1=O)O)=O